O1CC(C1)N1CCN(CC1)C1=CC=C(C=C1)B1OC(C(O1)(C)C)(C)C (oxetan-3-yl)-4-(4-(4,4,5,5-tetramethyl-1,3,2-dioxaborolan-2-yl)phenyl)piperazine